C(#N)C(C(=O)OCCCCCCCCCC)=C decyl α-cyanoacrylate